((2R,3S,4R,5R)-5-(6-amino-9H-purin-9-yl)-3,4-dihydroxytetrahydrofuran-2-yl)methyl (6-aminohexyl) (L-phenylalanyl)phosphoramidate N[C@@H](CC1=CC=CC=C1)C(=O)NP(OC[C@H]1O[C@H]([C@@H]([C@@H]1O)O)N1C2=NC=NC(=C2N=C1)N)(OCCCCCCN)=O